2,3-didehydroarginine NC(=CCCNC(N)=N)C(=O)O